tert-butyl 1-(2,2-difluoroethyl)-3,8-diazabicyclo[3.2.1]octan-8-carboxylate FC(CC12CNCC(CC1)N2C(=O)OC(C)(C)C)F